(R)-ethyl 2-(2-oxo-2-(((1-(6-propionamido-9H-purin-9-yl)propan-2-yl)oxy)methyl)-1,3,2-dioxaphosphinan-5-yl)acetate O=P1(OCC(CO1)CC(=O)OCC)CO[C@@H](CN1C2=NC=NC(=C2N=C1)NC(CC)=O)C